6-[(2S)-2-aminopropyl]-2-chloro-N-[(furan-3-yl)methyl]-7H-pyrrolo[2,3-d]pyrimidin-4-amine N[C@H](CC1=CC2=C(N=C(N=C2NCC2=COC=C2)Cl)N1)C